C1(=CC=CC=C1)CC(COCC(CC1=CC=CC=C1)O)O phenyl-β-hydroxypropyl ether